(R)-4-(7-(4-bromo-3-(trifluoromethyl)benzoyl)-6-methyl-4-oxo-2-thioxo-1,2,5,6,7,8-hexahydropyrido[3,4-d]pyrimidin-3(4H)-yl)-3-(difluoromethyl)-N-methylbenzamide BrC1=C(C=C(C(=O)N2CC=3NC(N(C(C3C[C@H]2C)=O)C2=C(C=C(C(=O)NC)C=C2)C(F)F)=S)C=C1)C(F)(F)F